C(C)(C)(C)C1=C(C(=CC(=C1)C(C)(C)C)C(C)(C)C)NC(C)C1=NC2=C(C=C1)CC1(CC1)C2 2-(1-((2,4,6-tri-tert-butylphenyl)amino)ethyl)-5,7-dihydrospiro[cyclopentapyridine-6,1'-cyclopropane]